FC=1C=CC(=C2C=C(N(C12)CCNC1=NC=NC(=C1)C=1C=C2C(=NC1)N(C=C2)C)C#N)OC 7-Fluoro-4-methoxy-1-{2-[6-(1-methyl-1H-pyrrolo[2,3-b]pyridin-5-yl)-pyrimidin-4-ylamino]-ethyl}-1H-indol-2-carbonitril